2-[3-cyclopropyl-6-(pyrrolidin-3-yl)imidazo[1,5-a]pyridin-8-yl]-N-ethyl-5-fluoro-N-(isopropyl)benzamide C1(CC1)C1=NC=C2N1C=C(C=C2C2=C(C(=O)N(C(C)C)CC)C=C(C=C2)F)C2CNCC2